(S)-tert-butyl 2-(3-((dimethylamino) methyl)-4-(5-(ethoxycarbonyl) pyrimidin-2-yl) piperazin-1-yl)-7,8-dihydropyrido[4,3-d]Pyrimidine-6(5H)-carboxylate CN(C)C[C@H]1CN(CCN1C1=NC=C(C=N1)C(=O)OCC)C=1N=CC2=C(N1)CCN(C2)C(=O)OC(C)(C)C